ClC=1C=C(C=NC1N1N=CC=N1)NC(=O)C=1C=NN(C1C(F)(F)F)C=1C=2N(C(=CC1)Cl)N=CC2 N-(5-chloro-6-(2H-1,2,3-triazol-2-yl)pyridin-3-yl)-1-(7-chloropyrazolo[1,5-a]pyridin-4-yl)-5-(trifluoromethyl)-1H-pyrazole-4-carboxamide